BrC1=C2CN(CC2=C(C(=C1OCCCOC=1C=C2CN(CC2=CC1OC)C(C[C@@H](C(=O)O)C)=O)OC)Cl)C(C[C@H](C)C(=O)O)=O (S)-4-(5-(3-((4-bromo-2-((S)-3-carboxybutanoyl)-7-chloro-6-methoxyisoindolin-5-yl)oxy)propoxy)-6-methoxyisoindolin-2-yl)-2-methyl-4-oxobutanoic acid